(R)-1-(5-(difluoromethoxy)-2-methylphenyl)-3-(isoquinolin-4-yl)-2-oxoimidazolidine-4-carbonitrile FC(OC=1C=CC(=C(C1)N1C(N([C@H](C1)C#N)C1=CN=CC2=CC=CC=C12)=O)C)F